N-(5-((6-((R)-3-(3-cyanophenyl)-isoxazolidine-2-yl)pyrimidine-4-yl)amino)-2-(4-(4-cyclobutylpiperazine-1-yl)piperidine-1-yl)-4-methoxyphenyl)acrylamide C(#N)C=1C=C(C=CC1)[C@@H]1N(OCC1)C1=CC(=NC=N1)NC=1C(=CC(=C(C1)NC(C=C)=O)N1CCC(CC1)N1CCN(CC1)C1CCC1)OC